(±)-N-(4-(2-fluorophenyl)-2-(1-methylpyrrolidin-2-yl)pyridin-3-yl)-2-isopropylpyrimidine-5-carboxamide FC1=C(C=CC=C1)C1=C(C(=NC=C1)[C@@H]1N(CCC1)C)NC(=O)C=1C=NC(=NC1)C(C)C |r|